3-((6-((tert-Butoxycarbonyl)amino)-2,3-dichloropyridin-4-yl)thio)propanoic acid methyl ester COC(CCSC1=C(C(=NC(=C1)NC(=O)OC(C)(C)C)Cl)Cl)=O